C1(CC1)NC(C1=C(C=C(C(=C1)N1C=NC(=C1)C=1C(=NC=C(C1)N[C@@H]1[C@@H](CN(CC1)C1COC1)F)F)C)F)=O N-cyclopropyl-2-fluoro-5-(4-(2-fluoro-5-(((3R,4S)-3-fluoro-1-(oxetan-3-yl)piperidin-4-yl)amino)pyridin-3-yl)-1H-imidazol-1-yl)-4-methylbenzamide